rac-tert-Butyl (2R,5S)-5-(4-(6-chloro-4-oxo-3,4-dihydro-7H-pyrrolo[2,3-d]pyrimidin-7-yl)phenyl)-2-methylmorpholine-4-carboxylate ClC1=CC2=C(N=CNC2=O)N1C1=CC=C(C=C1)[C@H]1CO[C@@H](CN1C(=O)OC(C)(C)C)C |r|